C(C1=CC=CC=C1)OC(=O)N1CCC(CC1)OC1CCC2(CN(C2)C(=O)OC(C)(C)C)CC1 tert-butyl 7-((1-((benzyloxy)carbonyl)piperidin-4-yl)oxy)-2-azaspiro[3.5]nonane-2-carboxylate